O1C2=C(SCC1)N=CC=C2 Pyrido[3,2-b][1,4]Oxathiane